potassium iodomethyltrifluoroborate IC[B-](F)(F)F.[K+]